C(CCCCCCC(=O)OC\C=C\CCCCCC)(=O)OCC(COC(CCC(OCCCC\C=C/CC)OCCCC\C=C/CC)=O)COC(=O)OCC1CN(CCC1)CC 1-(3-((4,4-bis(((Z)-oct-5-en-1-yl)oxy)butanoyl)oxy)-2-(((((1-ethylpiperidin-3-yl)methoxy)carbonyl)oxy)methyl)propyl) 8-((E)-non-2-en-1-yl) octanedioate